N1(CCC1)C1=CC=C2C3(CC=4C(=NOC4C2=C1)NS(=O)(=O)C1=C(C=C(C(=O)N(C)C2CC(C2)OC)C=C1OC)OC)CC3 4-(N-(8'-(azetidin-1-yl)-4'H-spiro[cyclopropane-1,5'-naphtho[2,1-d]isoxazol]-3'-yl)sulfamoyl)-3,5-dimethoxy-N-((1s,3s)-3-methoxycyclobutyl)-N-methylbenzamide